C(C)OC(CC1CCN(CC1)C1=C(C=C(C=C1F)C=1SC(=CC1)CO)F)=O {1-[2,6-difluoro-4-(5-hydroxymethyl-thiophen-2-yl)-phenyl]Piperidin-4-yl}-acetic acid ethyl ester